2,3-dimethylbenzothiazole iodide [I-].CC1SC2=C(N1C)C=CC=C2